2-(5-(4-(trifluoromethyl)phenyl)pyridin-3-yl)acetic acid methyl ester COC(CC=1C=NC=C(C1)C1=CC=C(C=C1)C(F)(F)F)=O